methyl 4-(2-bromoethoxy)-2,6-difluorobenzoate BrCCOC1=CC(=C(C(=O)OC)C(=C1)F)F